(S)-N-(5-benzyl-5-azaspiro[2.4]hept-7-yl)-2,2-dimethyl-3-((3-(trifluoromethyl)pyridin-2-yl)oxy)propanamide C(C1=CC=CC=C1)N1CC2(CC2)[C@@H](C1)NC(C(COC1=NC=CC=C1C(F)(F)F)(C)C)=O